(3-(3-aminopropyl)-1H-pyrazol-1-yl)-2-trifluoromethylbenzonitrile NCCCC1=NN(C=C1)C=1C(=C(C#N)C=CC1)C(F)(F)F